[Na+].C(C)(=O)OC=1C=C(C=CC1OC(C)=O)N[C@@H](C)C(=O)[O-] 3,4-diacetoxy-phenyl-L-alanine sodium salt